ethyl 1-(2-chloro-5-fluorophenyl)-9-(3-fluoro-5-(trifluoromethyl)benzamido)-3-oxo-2,3,4,5-tetrahydro-1H-pyrrolo[1,2-a][1,4]diazepine-7-carboxylate ClC1=C(C=C(C=C1)F)C1C=2N(CCC(N1)=O)C(=CC2NC(C2=CC(=CC(=C2)C(F)(F)F)F)=O)C(=O)OCC